(2S,4S)-N-(4-methyl-3-(pyridazin-3-yl)phenyl)-1-(pyrimidin-2-yl)-4-(trifluoromethyl)pyrrolidine-2-carboxamide CC1=C(C=C(C=C1)NC(=O)[C@H]1N(C[C@H](C1)C(F)(F)F)C1=NC=CC=N1)C=1N=NC=CC1